FC(C(=O)O)(F)F.FC1(CN(CCC1(C)O)O)C 3-fluoro-4-hydroxy-3,4-dimethylpiperidinol trifluoroacetate salt